BrC=1C=CC=C2C=C(C=C(C12)Cl)OCOC 8-bromo-1-chloro-3-(methoxymethoxy)naphthalene